1-((1s,3s)-3-(3,3-dimethylazetidin-1-yl) cyclobutyl)-2-oxospiro[indoline-3,4'-piperidine]-1'-Formate CC1(CN(C1)C1CC(C1)N1C(C2(CCN(CC2)C(=O)[O-])C2=CC=CC=C12)=O)C